1-(7-(2-amino-3-cyano-7-fluorobenzo[b]thiophen-4-yl)-6-chloro-8-fluoro-2-(((2R,7aS)-2-fluorotetrahydro-1H-pyrrolizin-7a(5H)-yl)methoxy)quinazolin-4-yl)azocane-5-carboxylic acid NC1=C(C2=C(S1)C(=CC=C2C2=C(C=C1C(=NC(=NC1=C2F)OC[C@]21CCCN1C[C@@H](C2)F)N2CCCC(CCC2)C(=O)O)Cl)F)C#N